C1(=CC=CC=C1)C(N1CN=C2C=CC=CC2=C1)C=1C=C(C=CC1)C 3-(phenyl-(m-tolyl)methyl)quinazolin